5-(3-(2,3-difluorophenyl)imidazo[1,2-a]pyridin-8-yl)-N-(4-fluorophenyl)-2-(trifluoromethyl)benzamide FC1=C(C=CC=C1F)C1=CN=C2N1C=CC=C2C=2C=CC(=C(C(=O)NC1=CC=C(C=C1)F)C2)C(F)(F)F